2,5,7-trimethyl-1,8-diisocyanato-5-isocyanatomethyl-octane CC(CN=C=O)CCC(CC(CN=C=O)C)(CN=C=O)C